FC(C=1C(=C(C=C2NC(C=3N(C12)C(=NN3)C)(C)C)F)C3=CNC1=C(C=CC=C31)F)F 9-(Difluoro-methyl)-7-fluoro-8-(7-fluoro-1H-indol-3-yl)-1,4,4-trimethyl-5H-[1,2,4]triazolo[4,3-a]quinoxaline